tert-butyl (±)-3-(2-hydroxy-4-(methoxycarbonyl)phenyl)piperazine-1-carboxylate OC1=C(C=CC(=C1)C(=O)OC)[C@@H]1CN(CCN1)C(=O)OC(C)(C)C |r|